(3aR,7aS)-6-(2-{1-ethyl-1H-pyrrolo[2,3-b]-pyridin-2-yl}-7-methoxy-1-methyl-1H-1,3-Benzodiazole-5-carbonyl)-octahydro-1H-pyrrolo[2,3-c]pyridine-1-carboxylic acid tert-butyl ester C(C)(C)(C)OC(=O)N1CC[C@@H]2[C@H]1CN(CC2)C(=O)C2=CC1=C(N(C(=N1)C1=CC=3C(=NC=CC3)N1CC)C)C(=C2)OC